FC(C(=O)O)(F)F.CC1(OC2=C(C1)C=C(C(=C2C#N)N2CC1(CCC2)CCNCC1)[N+](=O)[O-])C 2,2-dimethyl-5-nitro-6-(2,9-diazaspiro[5.5]undec-2-yl)-2,3-dihydrobenzofuran-7-carbonitrile trifluoroacetate